COC1=C(C=CC=C1)S(=O)(=O)NC1=NOC2=C1CC1(C3=CC=C(C=C32)C(=O)NC)CC1 3'-((2-methoxyphenyl)sulfonamido)-N-methyl-4'H-spiro[cyclopropane-1,5'-naphtho[2,1-d]isoxazole]-8'-carboxamide